BrCC1=CC(=C(C=C1)S(=O)(=O)C)Cl 4-(bromomethyl)-2-chloro-1-(methylsulfonyl)benzene